O=C1NC(CCC1N1C(N(C2=C1C=CC(=C2)CCCCCCCCNC(OC(C)(C)C)=O)C)=O)=O tert-butyl N-[8-[1-(2,6-dioxopiperidin-3-yl)-3-methyl-2-oxo-1,3-benzodiazol-5-yl]octyl]carbamate